2-(3-methyl-3-buten-2-yl)succinic anhydride CC(C(C)C1C(=O)OC(C1)=O)=C